1,4-bis-tert-butylperoxyIsopropylbenzene C(C)(C)(C)OOC(C)(C)C1=CC=C(C=C1)OOC(C)(C)C